N-(1-(bicyclo[1.1.1]pent-1-yl)-4-cyano-1H-pyrazol-5-yl)-2-cyclopropylacetamide C12(CC(C1)C2)N2N=CC(=C2NC(CC2CC2)=O)C#N